8-(3,8-diazabicyclo[3.2.1]oct-3-yl)-7-fluoro-2-(1-methyl-1H-pyrazol-4-yl)imidazo[1,2-B]pyridazine hydrochloride Cl.C12CN(CC(CC1)N2)C=2C=1N(N=CC2F)C=C(N1)C=1C=NN(C1)C